2-(4-bromo-5-methoxy-2-oxopyridin-1(2H)-yl)-3-cyclobutylpropionic acid tert-butyl ester C(C)(C)(C)OC(C(CC1CCC1)N1C(C=C(C(=C1)OC)Br)=O)=O